C1[C@H]([C@H]([C@@H](C[C@@]1(C(=O)O)O)OC(=O)/C=C/C2=CC(=C(C=C2)O)O)O)O 3-caffeoylquinate